(S)-(+)-5-methyl-1-hexanol CC(CCCCO)C